3-chloro-4-methyl-N-(4-methyl-3-((3-(9-(tetrahydro-2H-pyran-2-yl)-9H-purin-6-yl)pyridin-2-yl)amino)phenyl)benzamide ClC=1C=C(C(=O)NC2=CC(=C(C=C2)C)NC2=NC=CC=C2C2=C3N=CN(C3=NC=N2)C2OCCCC2)C=CC1C